C(=C)N1C(OC=CC1)=O N-vinyl-1,3-oxazine-2-one